(R)-3-((1-(tert-butoxycarbonyl)piperidin-3-yl)amino)-6-(2-(ethoxymethoxy)-4-ethynylphenyl)-5-methyl-1,2,4-triazin-2-oxide C(C)(C)(C)OC(=O)N1C[C@@H](CCC1)NC=1[N+](=NC(=C(N1)C)C1=C(C=C(C=C1)C#C)OCOCC)[O-]